ClC1=CC(=NC(=N1)C)NC(C1=NC(=CC=C1)C=1C=NN(C1)C)=O N-(6-chloro-2-methylpyrimidin-4-yl)-6-(1-methyl-1H-pyrazol-4-yl)picolinamide